[4-(Tert-butoxycarbonylamino)cyclohexyl]methyl 4-methylbenzenesulfonate CC1=CC=C(C=C1)S(=O)(=O)OCC1CCC(CC1)NC(=O)OC(C)(C)C